2-(4-((2-(3-chlorophenyl)-6-(trifluoromethyl)pyrimidin-4-yl)amino)phenyl)acetamide ClC=1C=C(C=CC1)C1=NC(=CC(=N1)NC1=CC=C(C=C1)CC(=O)N)C(F)(F)F